C1(CCC1)OC=1C=C(C=CC1)C1=CC(=C(C(=C1)F)OCCCC(=O)O)F 4-(3'-cyclobutoxy-3,5-difluoro-biphenyl-4-yloxy)-butyric acid